ClC1=CC2=C(N=N1)N(C=N2)C[C@@H]2CN(CC2)C(=O)OC(C)(C)C tert-butyl (3R)-3-({3-chloro-7H-imidazo[4,5-c]pyridazin-7-yl}methyl)pyrrolidine-1-carboxylate